IC1=CC=C(C=C1)NC(C1=CC(=CC=C1)C)=O N-(4-iodophenyl)-3-methylbenzamide